3,7-Dimethyl-4,6-octadien-3-ol CC(CC)(C=CC=C(C)C)O